ClC=1C=C2C(=CC(=NC2=CC1)C(F)(F)F)N[C@@H]1C[C@@H](CCC1)NC(=O)C1=CC(=NN1CC)C(C)C N-[(1R,3S)-3-{[6-chloro-2-(trifluoromethyl)quinolin-4-yl]amino}cyclohexyl]-1-ethyl-3-(propan-2-yl)-1H-pyrazole-5-carboxamide